NC1=C(C(=NN1C(C)C)C1=NC=C(C=N1)CC(=O)O)C#N 2-[2-(5-amino-4-cyano-1-isopropyl-pyrazol-3-yl)pyrimidin-5-yl]acetic acid